ClC1=C2C=C(N(C2=CC=C1)C(=O)OC(C)(C)C)CN1C(N(C=2N=C(N(C2C1=O)C)NC1=NC=CC=C1)C)=O tert-Butyl 4-chloro-2-((3,7-dimethyl-2,6-dioxo-8-(pyridin-2-ylamino)-2,3,6,7-tetrahydro-1H-purin-1-yl)methyl)-1H-indole-1-carboxylate